methyl (E)-2-(3-(3,4-dihydroxyphenyl)acrylamido)-5-hydroxybenzoate (Methyl (E)-2-(3-(3,4-dihydroxyphenyl) acrylamido)-5-hydroxybenzoate) CC=1C(=C(C(=O)O)C=C(C1)O)NC(\C=C\C1=CC(=C(C=C1)O)O)=O.OC=1C=C(C=CC1O)/C=C/C(=O)NC1=C(C(=O)OC)C=C(C=C1)O